N-({1-azabicyclo[2.2.2]oct-3-yl}methyl)-2-[(3,3-dimethyl-1-oxo-1,3-dihydro-2-benzofuran-5-yl)amino]-4-{[(1S)-2-hydroxy-1-phenylethyl]amino}pyrimidine-5-carboxamide N12CC(C(CC1)CC2)CNC(=O)C=2C(=NC(=NC2)NC2=CC1=C(C(OC1(C)C)=O)C=C2)N[C@H](CO)C2=CC=CC=C2